((5-(3,5-difluorophenyl)-1-(4-(trifluoromethyl)benzyl)-1H-benzo[d][1,2,3]triazole-7-carboxamido)methyl)benzoic acid FC=1C=C(C=C(C1)F)C1=CC2=C(N(N=N2)CC2=CC=C(C=C2)C(F)(F)F)C(=C1)C(=O)NCC1=C(C(=O)O)C=CC=C1